NC1=C2N=CN(C2=NC(=N1)OC)[C@H]1C[C@@H]([C@@](O1)(C=C)CO)O (2r,3s,5r)-5-(6-amino-2-methoxy-9H-purin-9-yl)-2-(hydroxymethyl)-2-vinyltetrahydrofuran-3-ol